3-[(3-chlorophenyl)sulfonyl-amino]benzoic acid ClC=1C=C(C=CC1)S(=O)(=O)NC=1C=C(C(=O)O)C=CC1